COCO[C@H]1[C@H]2[C@@H]3CC[C@H]([C@@H](CCC(=O)OC)C)[C@]3(CC[C@@H]2[C@]2(CCC(C[C@H]2C1)=O)C)C Methyl 7α-methoxymethoxyl-3-oxo-5β-cholanoate